CC(CC(=O)C1=C(C(=C(OCC2=NC(=NO2)C=2C=C(C(=O)OC)C=CC2OC)C=C1)C)O)(C)C methyl 3-(5-((4-(3,3-dimethylbutanoyl)-3-hydroxy-2-methylphenoxy)methyl)-1,2,4-oxadiazol-3-yl)-4-methoxybenzoate